3-[[dimethyl(vinyl)silyl]oxy]-1,1,5,5-tetramethyl-3-phenyl-1,5-divinyltrisiloxane C[Si](O[Si](O[Si](C=C)(C)C)(O[Si](C=C)(C)C)C1=CC=CC=C1)(C=C)C